C(C)C1=CC=C(O1)S(=O)(=O)NC(NC1=C2CCCC2=CC=2CCCC12)=O 5-ethyl-N-((1,2,3,5,6,7-hexahydro-s-indacen-4-yl)carbamoyl)furan-2-sulfonamide